C(C)(C)(C)OC(C[C@H](NC(=O)OC(C)(C)C)C(=O)O)=O Boc-L-aspartic acid 4-t-butyl ester